6-amino-3-bromo-5-(3-methoxy-2,6-dimethyl-phenyl)-2-(trideuteriomethyl)pyrrolo[2,3-b]pyrazine-7-carboxamide NC1=C(C=2C(=NC(=C(N2)C([2H])([2H])[2H])Br)N1C1=C(C(=CC=C1C)OC)C)C(=O)N